COC1=CC=C(C=C1)C1C=COC=2CC(CC(C12)=O)(C)C 4-(4-methoxyphenyl)-7,7-dimethyl-7,8-dihydro-4H-chromen-5-one